[K+].C(=C)C1=CC=C(C=C1)B([O-])[O-].[K+] 4-vinylphenylboronic acid potassium salt